FS(=O)(=O)/C=C/C1=CC=C(OCCCCCC(=O)OC(C)(C)C)C=C1 tert-butyl (E)-6-(4-(2-(fluorosulfonyl)vinyl)phenoxy)hexanoate